FC1(C(C1)C(=O)N1CC(CCC1)NC1=C2C(=NC=C1C(=O)OCC1CC1)NC=C2)F cyclopropylmethyl 4-((1-(2,2-difluorocyclopropane-1-carbonyl)piperidin-3-yl)amino)-1H-pyrrolo[2,3-b]pyridine-5-carboxylate